IC1=CC=C(OC2CCN(CC2)C(=O)O)C=C1 4-(4-iodo-phenoxy)-piperidine-1-carboxylic acid